N-azidoacetyl-muramic acid N(=[N+]=[N-])CC(=O)N[C@H]1C(O)O[C@@H]([C@H]([C@@H]1O[C@@H](C(=O)O)C)O)CO